[Mn].[Fe].[Cu].[Li].[Na] sodium-lithium-copper-iron-manganese